C12CCC(CC1)N2C=2SC(=C(C2C#N)C2=C(C(=CC=C2)[N+](=O)[O-])F)C2=NC(=NC=C2)SC 2-(7-Aza-bicyclo[2.2.1]hept-7-yl)-4-(2-fluoro-3-nitro-phenyl)-5-(2-methylsulfanyl-pyrimidin-4-yl)-thiophene-3-carbonitrile